9,9-bis(4-hydroxy-3-iodo-5-methylphenyl)-9H-fluorene-4-carboxylic acid OC1=C(C=C(C=C1C)C1(C2=CC=CC=C2C=2C(=CC=CC12)C(=O)O)C1=CC(=C(C(=C1)C)O)I)I